ClC1=NC=C(C(=N1)NCC1=CC=C(C=C1)C=1N(C=C(N1)C(F)(F)F)C(C)C)OC 2-chloro-N-(4-(1-isopropyl-4-(trifluoromethyl)-1H-imidazol-2-yl)benzyl)-5-methoxypyrimidin-4-amine